OC1=CC=C(C=C1)C1=C(SC=C1)C=O (4-hydroxy-phenyl)-thiophene-2-carbaldehyde